C1(=CC=CC=C1)N(NCC=CC1=CC=CC=C1)C1=CC=CC=C1 1,1-diphenyl-2-cinnamylhydrazine